2-amino-2',3',4',5'-tetrahydro-[1,1'-biphenyl]-4-carbonitrile NC1=C(C=CC(=C1)C#N)C=1CCCCC1